C(CCCCC(=O)OCCCCCCCC(C)C)(=O)OCCCCCCCC(C)C di-iso-decyl adipate